2'-(1'H,3H-spiro[2-benzofuran-1,4'-piperidin]-1'-yl)-1,3-dihydro-4'H-spiro[indene-2,5'-[1,3]oxazol]-4'-one N1(CCC2(CC1)OCC1=C2C=CC=C1)C=1OC2(C(N1)=O)CC1=CC=CC=C1C2